3-[5-amino-3-[4-(trifluoromethyl)anilino]pyrazin-2-yl]-4H-1,2,4-oxadiazol-5-one NC=1N=C(C(=NC1)C1=NOC(N1)=O)NC1=CC=C(C=C1)C(F)(F)F